tert-butyl 6-[8-(1,3-benzothiazol-2-ylcarbamoyl)-3,4-dihydro-1H-isoquinolin-2-yl]-3-[1-(8-methoxy-8-oxo-octyl)-3,5-dimethyl-pyrazol-4-yl]pyridine-2-carboxylate S1C(=NC2=C1C=CC=C2)NC(=O)C=2C=CC=C1CCN(CC21)C2=CC=C(C(=N2)C(=O)OC(C)(C)C)C=2C(=NN(C2C)CCCCCCCC(=O)OC)C